C(=C)C1=CC=C(COC(=O)C2=CC3=CC=CC=C3C=C2)C=C1 (4-Vinylbenzyl)-2-naphthoate